CN(C1CCC(CC1)NC1=C2C=C(N(C2=CC=C1)CC(F)(F)F)C#CCNC=1C=CC(=NC1)C(C#N)(C)C)C 2-(5-((3-(4-(((1s,4s)-4-(dimethylamino)-cyclohexyl)amino)-1-(2,2,2-trifluoroethyl)-1H-indol-2-yl)prop-2-yn-1-yl)amino)pyridin-2-yl)-2-methylpropanenitrile